C(C)C1(CSC2=C(N(C1)C1=CC=CC=C1)C=C(C(=C2)OC)I)C(C)C 3-ethyl-7-iodo-3-isopropyl-8-methoxy-5-phenyl-2,3,4,5-tetrahydro-1,5-benzothiazepine